(3,5-difluorophenyl)methanesulfonamide FC=1C=C(C=C(C1)F)CS(=O)(=O)N